(6R)-6-(methoxymethyl)-6-methyl-1,4,5,7-tetrahydroindazole-3-carboxylic acid ethyl ester C(C)OC(=O)C1=NNC=2C[C@](CCC12)(C)COC